N(=[N+]=[N-])[C@H]1CC[C@@H]2N(N3C(C(N2C)=O)=C(C(C=C3)=O)O)[C@@H]1C1=CC=CC=C1 (1R,2S,4aS)-2-azido-7-hydroxy-5-methyl-1-phenyl-1,2,3,4,4a,5-hexahydrodipyrido[1,2-b:2',1'-f][1,2,4]triazine-6,8-dione